BrC1=C(C=C(C(=C1)CN1CCN(CC1)C(=O)OC(C)(C)C)OCC)C1=CC=C(C=C1)F tert-butyl 4-((2-bromo-5-ethoxy-4'-fluoro-[1,1'-biphenyl]-4-yl)methyl)piperazine-1-carboxylate